1-((5-(2,6-dioxopiperidin-3-yl)-4-oxo-5,6-dihydro-4H-thieno[3,4-c]pyrrol-1-yl)methyl)-3-(2,3,5,6-tetrachlorophenyl)thiourea O=C1NC(CCC1N1CC=2C(C1=O)=CSC2CNC(=S)NC2=C(C(=CC(=C2Cl)Cl)Cl)Cl)=O